6-[4-[(2R)-2-[(dimethylamino)methyl]morpholin-4-yl]-6-fluoro-8-(methylamino)-9H-pyrido[2,3-b]indol-3-yl]-1-methyl-4-oxo-1,8-naphthyridine-3-carboxylic acid CN(C)C[C@@H]1CN(CCO1)C1=C(C=NC=2NC3=C(C=C(C=C3C21)F)NC)C=2C=C1C(C(=CN(C1=NC2)C)C(=O)O)=O